ethylnorborna-diene C(C)C1=C2CCC(=C1)C2